6-chloro-2-(difluoromethyl)-4-(3-methyl-4-nitro-1-((2-(trimethylsilyl)ethoxy)methyl)-1H-pyrazol-5-yl)pyridin-3-amine ClC1=CC(=C(C(=N1)C(F)F)N)C1=C(C(=NN1COCC[Si](C)(C)C)C)[N+](=O)[O-]